N[C@H](C(=O)O)CCN(CC1=C(C=CC=C1)OCC1=CC(=CC=C1)C)CC1=C(C=CC=C1)OCC1=CC(=CC=C1)C (S)-2-amino-4-(bis(2-((3-methylbenzyl)oxy)benzyl)amino)butanoic acid